C(C)(C)(C)C1=CC=C(C=C1)C1(C2=CC=CC=C2C=2C=CC(=CC12)Cl)C1=CC=C(C=C1)C=C 9-(4-(tert-butyl)phenyl)-2-chloro-9-(4-vinylphenyl)-9H-fluorene